1-(1-(5-(propylthio)-1H-benzo[d]imidazol-2-yl)ethylidene)thiosemicarbazide C(CC)SC1=CC2=C(NC(=N2)C(C)=NNC(=S)N)C=C1